[C@@H](C)(CC)NC=1C2=C(N=C(N1)NC1=C(C=C(C=C1)S(=O)(=O)C)OC)NC=C2C(F)(F)F (R)-N4-(sec-butyl)-N2-(2-methoxy-4-(methylsulfonyl)phenyl)-5-(trifluoromethyl)-7H-pyrrolo[2,3-d]pyrimidine-2,4-diamine